2-(4-(4-chloro-5-(2-chloro-3-(6-methoxy-5-((7-oxo-2,6-diazaspiro[3.4]octan-2-yl)methyl)pyridin-2-yl)phenyl)pyridin-3-yl)-2-methoxybenzyl)-2,6-diazaspiro[3.4]octan-7-one ClC1=C(C=NC=C1C1=C(C(=CC=C1)C1=NC(=C(C=C1)CN1CC2(C1)CNC(C2)=O)OC)Cl)C2=CC(=C(CN1CC3(C1)CNC(C3)=O)C=C2)OC